CC1=CC=C(C=C1)S(=O)(=O)OC1CCC(CC1)NC(=O)OC(C)(C)C (1s,4s)-4-(tert-butoxycarbonylamino)cyclohexyl 4-methylbenzenesulfonate